NC1=NC=CC=C1C1=NC=2C(=NC(=CC2)C2=CC=CC=C2)N1C=1C=CC(=NC1)NC(=O)C1CCC(CC1)C(=O)N (1r,4r)-N-(5-(2-(2-aminopyridin-3-yl)-5-phenyl-3H-imidazo[4,5-b]pyridin-3-yl)pyridin-2-yl)cyclohexane-1,4-dicarboxamide